N1=C(N=CC=C1)N1C=CC2=C(C=CC=C12)[N+](=O)[O-] 1-(2-pyrimidyl)-4-nitroindole